((5S,6S,9R)-6-(2,3-difluorophenyl)-9-hydroxy-6,7,8,9-tetrahydro-5H-cyclohept[b]pyridine-5-yl)tert-butylcarbamate FC1=C(C=CC=C1F)[C@H]1[C@@H](C=2C(=NC=CC2)[C@@H](CC1)O)OC(NC(C)(C)C)=O